CC1=CC(=C(N)C(=C1)C1=C(C=CC=C1)C1=CC=CC2=CC3=CC=CC=C3C=C12)C1=C(C=CC=C1)C1=CC=CC2=CC3=CC=CC=C3C=C12 4-methyl-2,6-bis[(4-anthracenyl)phenyl]aniline